C1=CNC=2N=CC=3N(C21)C=CN3 3H-imidazo[1,2-a]pyrrolo[2,3-e]pyrazin